ClC1=C(C=C(C=N1)C1=CC=C(C=C1)C1(CC1)C#N)S(=O)(=O)CC 1-{4-[6-chloro-5-(ethanesulfonyl)pyridin-3-yl]phenyl}cyclopropane-1-carbonitrile